5,7-difluoro-6-(1-(6-(pyrimidin-5-yl)-1H-imidazo[4,5-b]pyrazin-1-yl)ethyl)quinoline FC1=C2C=CC=NC2=CC(=C1C(C)N1C=NC=2C1=NC(=CN2)C=2C=NC=NC2)F